ClC1=C(C=C2C(N(CN(C2=C1)C1=C(C(=C(C=C1)F)F)C)C1=C(N(C(C=C1)=O)CCl)C)=O)F E-7-chloro-3-(1-(chloromethyl)-2-methyl-6-oxo-1,6-dihydropyridin-3-yl)-1-(3,4-difluoro-2-methylphenyl)-6-fluoro-2,3-dihydroquinazolin-4(1H)-one